ClC1=NC=CC=2C=3C(C(N(C12)C)C)=NN(N3)C3CC3 6-chloro-2-cyclopropyl-4,5-dimethyl-4,5-dihydro-2H-[1,2,3]triazolo[4,5-c][1,7]naphthyridine